NCCCN1C=C(C2=CC(=CC=C12)CN1CC2C(C1)CN(C2)C=2C=C1C(N(C(C1=CC2)=O)C2C(NC(CC2)=O)=O)=O)C2=CC=C(C=C2)OC(F)(F)F 5-(5-({1-(3-aminopropyl)-3-(4-(trifluoromethoxy)phenyl)-1H-indol-5-yl}methyl)hexahydropyrrolo[3,4-c]pYrrol-2(1H)-yl)-2-{2,6-dioxopiperidin-3-yl}isoindoline-1,3-dione